CN1C(C2=C(C(=C1)C1=C(OC=3C=C(OCCOC4CCN(CC4)C=4N=CC(=NC4)C(=O)OC)C=CC3)C=CC(=C1)[N+](=O)[O-])C=CN2S(=O)(=O)C2=CC=C(C=C2)C)=O methyl 5-[4-[2-[3-[2-[6-methyl-7-oxo-1-(p-tolylsulfonyl) pyrrolo[2,3-c]pyridin-4-yl]-4-nitro-phenoxy]phenoxy]ethoxy]-1-piperidyl]pyrazine-2-carboxylate